C(C)(C)(C)OC(NCC1=CC=C(C=C1)NC1=CC=C(C=C1)N1CCC(CC1)C(F)(F)F)=O (4-((4-(4-(trifluoromethyl)piperidin-1-yl)phenyl)amino)benzyl)carbamic acid tert-butyl ester